BrC=1C=C2C(OCCC=3N=C(SC3C=3C(=CC(=C(NS(C(C1O)=C2)(=O)=O)C3)F)F)C)=O 13-bromo-19,21-difluoro-14-hydroxy-4-methyl-16,16-dioxo-9-oxa-3,16λ6-dithia-5,17-diazatetracyclo[16.3.1.111,15.02,6]tricosa-1(22),2(6),4,11,13,15(23),18,20-octaen-10-one